methyl 2-methylsulfanylthiazole-5-carboxylate CSC=1SC(=CN1)C(=O)OC